2,6-bis(Aminomethyl)bicyclo[2.2.1]heptane NCC1C2C(CC(C1)C2)CN